2-[[(2R,3s,4r,5s)-3-(3,4-difluoro-2-methoxy-phenyl)-4,5-dimethyl-5-(trifluoromethyl)tetrahydrofuran-2-carbonyl]amino]pyridine-4-carboxamide FC=1C(=C(C=CC1F)[C@H]1[C@@H](O[C@@]([C@@H]1C)(C(F)(F)F)C)C(=O)NC1=NC=CC(=C1)C(=O)N)OC